ClC1=CC=C2C(=N1)NC=C2S(=O)(=O)NC2=NC(=C(C(=N2)OC)CCC(F)F)OC 6-chloro-N-[5-(3,3-difluoropropyl)-4,6-dimethoxy-pyrimidin-2-yl]-1H-pyrrolo[2,3-b]pyridine-3-sulfonamide